O1C(C1)CCN1C=[N+](C=C1)CCC1OC1 1,3-bis(2-oxiranylethyl)imidazolium